N'-(2-bromo-4-fluorobenzenesulfonyl)-N,N-dimethylmethanimidamide BrC1=C(C=CC(=C1)F)S(=O)(=O)N=CN(C)C